3-(2-Fluoro-4-((4-(4-((3R,4S)-7-hydroxy-3-phenylchroman-4-yl)phenyl)piperazin-1-yl)methyl)phenyl)piperidine-2,6-dione FC1=C(C=CC(=C1)CN1CCN(CC1)C1=CC=C(C=C1)[C@@H]1[C@@H](COC2=CC(=CC=C12)O)C1=CC=CC=C1)C1C(NC(CC1)=O)=O